2,3-dihydronaphtho[1,2-b]furan-4,5-dione O1C2=C(CC1)C(C(C1=CC=CC=C12)=O)=O